FC1(CCC2=C1N=C(N=C2C2=CC1=C(C=C2)[C@]2(NC(OC2(C)C)=O)CO1)N1[C@H]([C@@H](C1)O)C)F (S)-6-(7,7-difluoro-2-((2S,3R)-3-hydroxy-2-methylazetidin-1-yl)-6,7-dihydro-5H-cyclopenta[d]pyrimidin-4-yl)-5',5'-dimethyl-2H-spiro[benzofuran-3,4'-oxazolidin]-2'-one